C(CCCCCCCCCCCCCCC)[N+](CCO)(CCO)[O-] hexadecyl-bis(hydroxyethyl)amine N-oxide